C(C1=CC=CC=C1)OC1=CC(=C(C(=O)N2CC3=CC=CC=C3C[C@H]2C(=O)OC)C=C1OC)[N+](=O)[O-] methyl (S)-2-(4-(benzyloxy)-5-methoxy-2-nitrobenzoyl)-1,2,3,4-tetrahydroisoquinoline-3-carboxylate